6-(4-(3-(2,4-dioxotetrahydropyrimidin-1(2H)-yl)-1-methyl-1H-indazol-6-yl)piperidin-1-yl)hexanoic acid O=C1N(CCC(N1)=O)C1=NN(C2=CC(=CC=C12)C1CCN(CC1)CCCCCC(=O)O)C